tris[2-tertiary-butyl-4-(3-tertiary-butyl-4-hydroxy-5-methylphenylthio)-5-methylphenyl]phosphite C(C)(C)(C)C1=C(C=C(C(=C1)SC1=CC(=C(C(=C1)C)O)C(C)(C)C)C)OP(OC1=C(C=C(C(=C1)C)SC1=CC(=C(C(=C1)C)O)C(C)(C)C)C(C)(C)C)OC1=C(C=C(C(=C1)C)SC1=CC(=C(C(=C1)C)O)C(C)(C)C)C(C)(C)C